C(C)(C)(C)OC(=O)N1C=C(C=2N=CN=C(C21)Cl)Br 7-bromo-4-chloro-5H-pyrrolo[3,2-d]pyrimidine-5-carboxylic acid tert-butyl ester